(2R)-2-(hydroxymethyl)pyrrolidine-1-carboxylic acid tert-butyl ester C(C)(C)(C)OC(=O)N1[C@H](CCC1)CO